11-fluoro-14-methyl-6,7,13,14-tetrahydro-1,15-ethenopyrazolo[4,3-f][1,4,8,10]benzoxatriazacyclotridecin-4(5H)-one FC=1C=CC2=C(CN(C3=NC4=C(C(NCCO2)=O)C=NN4C=C3)C)C1